COC=1C=C(C=CC1OC)C=1OC(=CN1)C 2-(3,4-dimethoxyphenyl)-5-methyl-oxazole